5-(4-((7-ethyl-6-oxo-5,6-dihydro-1,5-naphthyridin-3-yl)methyl)piperazin-1-yl)-N-(1-(methyl-d3)-1H-pyrazol-3-yl)picolinamide C(C)C=1C(NC=2C=C(C=NC2C1)CN1CCN(CC1)C=1C=CC(=NC1)C(=O)NC1=NN(C=C1)C([2H])([2H])[2H])=O